1-((3,3-difluoro-1-methylcyclobutyl)methyl)-4-(difluoromethyl)-3-(3-fluorobicyclo[1.1.1]pentan-1-yl)-N-(3-(methylthio)phenyl)-1H-pyrazole-5-carboxamide FC1(CC(C1)(C)CN1N=C(C(=C1C(=O)NC1=CC(=CC=C1)SC)C(F)F)C12CC(C1)(C2)F)F